CN1C=NC2=C1C=CC=C2C2=C(N=C(C(=N2)C(=O)O)NC2=CC=C(C=C2)N2CCOCC2)SC 6-(1-Methylbenzimidazol-4-yl)-5-methylsulfanyl-3-(4-morpholinoanilino)pyrazine-2-carboxylic acid